C([O-])([O-])=O.[Co+3].C([O-])([O-])=O.C([O-])([O-])=O.[Co+3] cobalt(III) carbonate salt